3-(5-amino-8-bromo-2-((3-fluoropyridin-2-yl)methyl)-[1,2,4]triazolo[1,5-c]pyrimidin-7-yl)benzonitrile NC1=NC(=C(C=2N1N=C(N2)CC2=NC=CC=C2F)Br)C=2C=C(C#N)C=CC2